CC(CC(C)(C)C)(C)NC1=NC=NC=N1 6-[(1,1,3,3-tetramethylbutyl)amino]-1,3,5-triazin